CNC1CCC2=C(SC=C2)CC1 N-methyl-5,6,7,8-tetrahydro-4H-cyclohepta[b]thiophen-6-amine